COC=1C(=CC=2N(C1)N=CC2)NC2=CC(=NC=N2)NC(=O)C2CC2 N-(6-((6-Methoxypyrazolo[1,5-a]pyridin-5-yl)amino)pyrimidin-4-yl)cyclopropanecarboxamide